4-((S)-3-((R)-((4-cyanophenethyl)amino)(phenyl)methyl)-2,3-dihydro-1H-pyrido[2,3-b][1,4]oxazin-7-yl)-N-(pyridin-3-yl)benzamide dihydrochloride Cl.Cl.C(#N)C1=CC=C(CCN[C@@H]([C@@H]2CNC3=C(O2)N=CC(=C3)C3=CC=C(C(=O)NC=2C=NC=CC2)C=C3)C3=CC=CC=C3)C=C1